8-bromo-4-(2-chloropyridin-4-yl)-1H-benzo[b][1,4]diazepin-2(3H)-one BrC=1C=CC2=C(NC(CC(=N2)C2=CC(=NC=C2)Cl)=O)C1